C=1N=CN2C1C1=CC=CC=C1[C@H]2[C@H]2[C@H](CC2)O (1S,2S)-2-((R)-5H-imidazo[5,1-a]isoindol-5-yl)cyclobutan-1-ol